((2R,3s,4R,5R)-5-(4-aminopyrrolo[2,1-f][1,2,4]triazin-7-yl)-5-cyano-3,4-dihydroxytetrahydrofuran-2-yl)methyl ((R)-2-(4-cyano-3-ethoxyphenoxy)-3-(octadecyloxy)propyl) hydrogen phosphate P(=O)(OC[C@H]1O[C@@]([C@@H]([C@@H]1O)O)(C#N)C1=CC=C2C(=NC=NN21)N)(OC[C@@H](COCCCCCCCCCCCCCCCCCC)OC2=CC(=C(C=C2)C#N)OCC)O